6-(2-(4-(Trifluoromethyl)phenoxy)ethyl)-2-thia-6-azaspiro[3.4]octane-2,2-dioxide FC(C1=CC=C(OCCN2CC3(CS(C3)(=O)=O)CC2)C=C1)(F)F